FC(C=1C=C(C=C(C1)C1=CC=CC=C1)C=O)(F)F 5-(trifluoromethyl)biphenyl-3-carbaldehyde